(p-tert-butoxyphenyl)sulfonium trifluoromethanesulfonate salt FC(S(=O)(=O)[O-])(F)F.C(C)(C)(C)OC1=CC=C(C=C1)[SH2+]